C(C1=CC=CC=C1)NC=1C=C2CCN(C(C2=CC1)=O)C[C@@H](CN1CC2=CC=CC=C2CC1)O 6-(Benzylamino)-2-[(2R)-3-(3,4-dihydro-1H-isochinolin-2-yl)-2-hydroxy-propyl]-3,4-dihydroisochinolin-1-on